ethyl 2-(5-chloro-2-iodopyridin-3-yloxy)-2-methylpropanoate ClC=1C=C(C(=NC1)I)OC(C(=O)OCC)(C)C